C1(CCCCC1)CN1C(=NOC1=O)CC1=CC=C(C=C1)OC 4-(cyclohexylmethyl)-3-[(4-methoxyphenyl)methyl]-4,5-dihydro-1,2,4-oxadiazol-5-one